S-(cyclohexylmethyl) ethanethioate C(C)(SCC1CCCCC1)=O